N-{[9-(4-fluorobenzyl)-β-carbolin-3-yl]methyl}-9-(4-fluorobenzyl)-β-carbolin-1-amine FC1=CC=C(CN2C3=CC=CC=C3C=3C=C(N=CC23)CNC2=NC=CC=3C4=CC=CC=C4N(C23)CC2=CC=C(C=C2)F)C=C1